CN1C2C(N(CC1)C(=O)[O-])CSSC2 4-methylhexahydro-[1,2]dithiino[4,5-b]pyrazine-1(2H)-carboxylate